2-(7-cyano-6-isobutyl-benzo[b]thiophen-2-yl)-4-methylthiazole-5-carboxylic acid C(#N)C1=C(C=CC2=C1SC(=C2)C=2SC(=C(N2)C)C(=O)O)CC(C)C